C(C)CC(=O)OI iodo ethylacetate